4-(3,4-difluorophenyl)-1-(6-(1,3-dimethyl-1H-pyrazol-4-yl)-2-phenylpyrimidin-4-yl)piperidin-4-ol FC=1C=C(C=CC1F)C1(CCN(CC1)C1=NC(=NC(=C1)C=1C(=NN(C1)C)C)C1=CC=CC=C1)O